difluoromalonic acid phosphorus [P].FC(C(=O)O)(C(=O)O)F